(S)-6-(1-amino-1,3-dihydrospiro[indene-2,4'-piperidine]-1'-yl)-3-(2-(trifluoromethyl)-7,8-dihydroquinolin-5-yl)-1,5-dihydro-4H-pyrazolo[3,4-d]pyrimidin-4-one N[C@@H]1C2=CC=CC=C2CC12CCN(CC2)C=2NC(C1=C(N2)NN=C1C=1C=2C=CC(=NC2CCC1)C(F)(F)F)=O